C(C)N1N=CC(=C1)CC=1C(N(C=CC1)C1=NC(=CC(=N1)NCC1(CCC1)F)C(F)(F)F)=O 3-[(1-ethyl-1H-pyrazol-4-yl)methyl]-1-[4-{[(1-fluorocyclobutyl)methyl]amino}-6-(trifluoromethyl)pyrimidin-2-yl]pyridin-2(1H)-one